1-n-hexylbenzene C(CCCCC)C1=CC=CC=C1